BrC1=CC=C(C=C1)S(=O)(=O)NC(=S)N1N=C(C(C1)C1=CC=CC=C1)C1=CC=C(C=C1)Cl N-((4-Bromophenyl)sulfonyl)-3-(4-chlorophenyl)-4-phenyl-4,5-dihydro-1H-pyrazole-1-carbothioamide